5-fluoro-2-(methylsulfanyl)pyrimidin FC=1C=NC(=NC1)SC